CNC1=NC(=NC(=N1)NCC(C(F)(F)F)(F)F)NCC#C N-Methyl-N'-(2,2,3,3,3-pentafluoro-propyl)-N''-prop-2-ynyl-[1,3,5]triazine-2,4,6-triamine